tert-butyl 2-{3-[(5-{[2-(2,6-dioxopiperidin-3-yl)-1-oxo-2,3-dihydro-1H-isoindol-4-yl]amino}pentyl)oxy]phenyl}acetate O=C1NC(CCC1N1C(C2=CC=CC(=C2C1)NCCCCCOC=1C=C(C=CC1)CC(=O)OC(C)(C)C)=O)=O